2-{[(S)-3-methyl-1-piperidyl]methyl}-6-{6-chloro-4-[4-fluoro-2-(1-methyl-5-imidazolyl)phenyl]-2-pyridyl}-4-cyclopropyl-1,6-dihydro-1,6-diaza-7-indenone C[C@@H]1CN(CCC1)CC=1NC=2C(N(C=C(C2C1)C1CC1)C1=NC(=CC(=C1)C1=C(C=C(C=C1)F)C1=CN=CN1C)Cl)=O